FC1=C(CN2[C@@H](CCC2=O)CC(=O)N[C@@H](C(C)C)C(=O)OCCCCCCCC)C=CC=C1F Octyl (2-((S)-1-(2,3-difluorobenzyl)-5-oxopyrrolidin-2-yl)acetyl)-L-valinate